tert-butyl 4-(3-(cyanomethyl)phenoxy)piperidine-1-carboxylate C(#N)CC=1C=C(OC2CCN(CC2)C(=O)OC(C)(C)C)C=CC1